FC1=CC(=CC=2NC(C3=CC(=CC=C3C12)O)=O)O 1-Fluoro-3,8-dihydroxyphenanthridin-6(5H)-one